1-(4-((2-azaspiro[3.5]nonan-7-yl)oxy)-2-methylphenyl)-N-((3-(1,1,1-trifluoro-2-methylpropan-2-yl)-1H-1,2,4-triazol-5-yl)methyl)-1H-pyrazole-4-carboxamide trifluoroacetate salt FC(C(=O)O)(F)F.C1NCC12CCC(CC2)OC2=CC(=C(C=C2)N2N=CC(=C2)C(=O)NCC2=NC(=NN2)C(C(F)(F)F)(C)C)C